FC1=CC=C(C(=O)N([C@H](C(=O)NC2=CC=C(C=C2)S(NC2COC2)(=O)=O)CC2=CC=CC=C2)C)C=C1 (S)-4-fluoro-N-methyl-N-(1-(4-(N-oxetan-3-ylsulfamoyl)phenylamino)-1-oxo-3-phenylprop-2-yl)benzamide